CC1(CCC=2C(=NNC2C1)C=1NC2=CC(=CC=C2C1)C(=O)N1CCC(CC1)CN1CCC(CC1)C1=CC=C(C=C1)C1C(NC(CC1)=O)=O)C 3-(4-(1-((1-(2-(6,6-dimethyl-4,5,6,7-tetrahydro-1H-indazol-3-yl)-1H-indole-6-carbonyl)piperidin-4-yl)methyl)piperidin-4-yl)phenyl)piperidine-2,6-dione